2-[2-amino-9-[(4-aminophenyl)methyl]purin-6-yl]pyridine-4-carbonitrile NC1=NC(=C2N=CN(C2=N1)CC1=CC=C(C=C1)N)C1=NC=CC(=C1)C#N